BrC=1C(=NC(=NC1)NC1=C(C=C(C(=C1)C=1C=NN(C1)C)N1CCC(CC1)N1CCN(CC1)C)OC)NC=1C(=C2N=CC=NC2=CC1)P(C)(C)=O (6-((5-Bromo-2-((2-methoxy-5-(1-methyl-1H-pyrazol-4-yl)-4-(4-(4-methylpiperazine-1-yl)piperidin-1-yl)phenyl)amino)pyrimidin-4-yl)amino)quinoxalin-5-yl)dimethylphosphine oxide